3,4-bis(3-fluorophenyl)cyclopenta-2,4-dienone FC=1C=C(C=CC1)C1=CC(C=C1C1=CC(=CC=C1)F)=O